S1C(=NC2=C1C=CC=C2)C2=C(C=CC=C2)O 2-(2-benzothiazolyl)phenol